C(C=C)(=O)O.C(CCCCCCCC=CC=CC=CCCCC)(=O)OCC(O)CO glyceryl eleostearate acrylate